5-(methoxymethoxy)-2-methyl-6-(4,4,5,5-tetramethyl-1,3,2-dioxaborolan-2-yl)-1,3-benzoxazole COCOC=1C(=CC2=C(N=C(O2)C)C1)B1OC(C(O1)(C)C)(C)C